piperidine zinc dibutyl-dithiocarbamate C(CCC)N(C([S-])=S)CCCC.[Zn+2].N1CCCCC1.C(CCC)N(C([S-])=S)CCCC